ClC=1C(=NC=C(C1)C(F)(F)F)CCNC(=O)C1=NC(=NO1)C=1SC=CC1 N-(2-(3-chloro-5-(trifluoromethyl)pyridine-2-yl)ethyl)-3-(thien-2-yl)-1,2,4-oxadiazole-5-carboxamide